1-[3-chloro-2-hydroxy-6-(trifluoromethyl)phenyl]Ethanone ClC=1C(=C(C(=CC1)C(F)(F)F)C(C)=O)O